NC1=CC=C(C=C1)C1=CC=CC=C1C(=O)O para-anilinebenzoic acid